3-methyl-6-(piperidine-4-oxy)pyridazine CC=1N=NC(=CC1)OC1CCNCC1